P(O)(=O)(OP(=O)(O)OP(=O)(O)O)OC[C@@H]1[C@H]([C@H]([C@@H](O1)C1=CN(C(=O)NC1=O)C)O)O.O(C1=CC=CC=C1)C=1C=CC(=NC1)C1=C(C(=O)N)C=CC(=C1)C1CCNCC1 2-(5-phenoxypyridin-2-yl)-4-(piperidin-4-yl)benzamide N1-methyl-pseudouridine-5'-triphosphate